hydromorphone HCl Cl.C1=CC(O)=C2C=3[C@@]45[C@@H](O2)C(=O)CC[C@H]4[C@@H](CC13)N(C)CC5